COC1=C(C=C(C=C1C)P(C=1[C-](C=CC1)[C@H](C)P(C1CCCCC1)C1CCCCC1)C1=CC(=C(C(=C1)C)OC)C)C.[CH-]1C=CC=C1.[Fe+2] (S)-1-[(R)-2-[bis(4-methoxy-3,5-dimethylphenyl)phosphino]ferrocenyl]ethyl-dicyclohexylphosphine